(S)-3-(1-((5-acetyl-6-chloropyrimidin-4-yl)amino)ethyl)-4,8-dichloro-2-phenylisoquinolin-1(2H)-one C(C)(=O)C=1C(=NC=NC1Cl)N[C@@H](C)C=1N(C(C2=C(C=CC=C2C1Cl)Cl)=O)C1=CC=CC=C1